8-(4-((1R,5S)-3,8-diazabicyclo[3.2.1]octan-8-yl)-8-fluoro-2-(((2R,7aS)-2-fluorotetrahydro-1H-pyrrolizin-7a(5H)-yl)methoxy)quinazolin-7-yl)quinolin-6-ol [C@H]12CNC[C@H](CC1)N2C2=NC(=NC1=C(C(=CC=C21)C=2C=C(C=C1C=CC=NC21)O)F)OC[C@]21CCCN1C[C@@H](C2)F